[4-(3,6-dicyano-9H-carbazol-9-yl)butyl]phosphonic acid C(#N)C=1C=CC=2N(C3=CC=C(C=C3C2C1)C#N)CCCCP(O)(O)=O